NC=1C2=C(N=CN1)N(C=C2C2=CC=C(C=C2)OC2=CC=CC=C2)[C@H]2CC[C@H](CC2)N2CC1(CCN(C1)C(=O)OC(C)(C)C)CC2 tert-butyl 7-((cis)-4-(4-amino-5-(4-phenoxyphenyl)-7H-pyrrolo[2,3-d]pyrimidin-7-yl)cyclohexyl)-2,7-diazaspiro[4.4]nonane-2-carboxylate